C(C)(C)(C)C1=CC=C(C=C1)CC(C=O)C 3-(4-(t-butyl)phenyl)-2-methylpropionaldehyde